7-(((3R,4S)-4-fluoro-3-methylpiperidin-1-yl)methyl)-N-(3-((1s,3S)-3-methyl-1-(4-methyl-4H-1,2,4-triazol-3-yl)cyclobutyl)phenyl)-1H-pyrrolo[3,2-b]pyridine-5-carboxamide F[C@@H]1[C@@H](CN(CC1)CC1=C2C(=NC(=C1)C(=O)NC1=CC(=CC=C1)C1(CC(C1)C)C1=NN=CN1C)C=CN2)C